N1=CC=CC2=CC(=CC=C12)CC1=NN=C2N1N=C(C=C2)C=2C=C1CCC(NC1=CC2)=O 6-(3-(quinolin-6-ylmethyl)-[1,2,4]triazolo[4,3-b]pyridazin-6-yl)-3,4-dihydroquinolin-2(1H)-one